3-propanol tert-butoxide CC(C)(C)[O-].CCCO